(2S,3R,4R)-1-acetyl-4-((5-chloro-4-methylpyrimidin-2-yl)amino)-2-cyclopropyl-3-methyl-1,2,3,4-tetrahydroquinoline-6-carbonitrile C(C)(=O)N1[C@H]([C@@H]([C@H](C2=CC(=CC=C12)C#N)NC1=NC=C(C(=N1)C)Cl)C)C1CC1